5-chloro-6-(4-methylpiperazin-1-yl)pyridin ClC=1C=CC=NC1N1CCN(CC1)C